(1S,3S)-3-((6-(5-(hydroxymethyl)-1-methyl-1H-1,2,3-triazol-4-yl)-2-methyl-pyridin-3-yl)oxy)cyclohexane-1-carboxylic acid tert-butyl ester C(C)(C)(C)OC(=O)[C@@H]1C[C@H](CCC1)OC=1C(=NC(=CC1)C=1N=NN(C1CO)C)C